3-(oxolan-3-yl)prop-2-ynoic acid O1CC(CC1)C#CC(=O)O